N-cyclohexyl-4-(((2R,3R,4R,5S)-3,4,5-trihydroxy-2-(hydroxymethyl)piperidin-1-yl)methyl)piperidine-1-carbothioamide C1(CCCCC1)NC(=S)N1CCC(CC1)CN1[C@@H]([C@H]([C@@H]([C@H](C1)O)O)O)CO